C1(=CC=CC=C1)COP(=O)(OCC1=CC=CC=C1)OC1=CC=C(C=C1)CC(=O)O (4-{[bis(phenylmethyloxy)phosphoryl]oxy}phenyl)acetic acid